(2-chloro-4,5-dimethyl-phenyl)-methanol ClC1=C(C=C(C(=C1)C)C)CO